FC(CNC(=O)C1=CC2=NC(=CC(=C2O1)N1CCOCC1)N1N=C(C=C1)C1=CC=CC=C1)(CO)F N-(2,2-difluoro-3-hydroxypropyl)-7-morpholino-5-(3-phenyl-1H-pyrazol-1-yl)furo[3,2-b]pyridine-2-carboxamide